2-(((1R)-1-(2-cyano-3-(9,9-difluoro-3-azabicyclo[3.3.1]nonan-3-yl)-7-methylquinoxalin-5-yl)ethyl)amino)benzoic acid C(#N)C1=NC2=CC(=CC(=C2N=C1N1CC2CCCC(C1)C2(F)F)[C@@H](C)NC2=C(C(=O)O)C=CC=C2)C